[6-[(2,4-difluorophenyl)methyl]-2-azaspiro[3.3]heptan-2-yl]-[6-(4-methylimidazol-1-yl)-2-azaspiro[3.3]heptan-2-yl]methanone FC1=C(C=CC(=C1)F)CC1CC2(CN(C2)C(=O)N2CC3(C2)CC(C3)N3C=NC(=C3)C)C1